FC1=C(C=C2C=NN(C2=C1)C1=CC=NC=C1)C(=O)NC1=CC2=C(NC(=N2)[C@@H]2N(CCC2)C)C=C1 (R)-6-fluoro-N-(2-(1-methylpyrrolidin-2-yl)-1H-benzo[d]imidazol-5-yl)-1-(pyridin-4-yl)-1H-indazole-5-carboxamide